3-(3-(2-methyl-1-(4-methyl-4H-1,2,4-triazol-3-yl)propan-2-yl)phenyl)-8-(trifluoromethyl)-6-vinylquinazolin-4(3H)-one CC(CC1=NN=CN1C)(C)C=1C=C(C=CC1)N1C=NC2=C(C=C(C=C2C1=O)C=C)C(F)(F)F